ClC=1C(=NC(=NC1)NC1=C(C=C(C(=C1)C)C=1C[C@H](N[C@H](C1)C)C)OC(C)C)NC1=C(C=CC=C1)S(=O)(=O)C(C)C 5-chloro-N2-(4-((2R,6S)-2,6-dimethyl-1,2,3,6-tetrahydropyridin-4-yl)-2-isopropoxy-5-methyl-phenyl)-N4-(2-(isopropylsulfonyl)phenyl)pyrimidine-2,4-diamine